C(C)(C)(C)OC(=O)N1CC(C1)C1=CC=C(C=C1)B1OC(C(O1)(C)C)(C)C 3-[4-(4,4,5,5-tetramethyl-1,3,2-dioxaborolan-2-yl)phenyl]azetidine-1-carboxylic acid tert-butyl ester